N-((2S)-1-(2-(3-amino-3-oxopropyl)-2-(2-chloro-2-fluoroacetyl)hydrazino)-3-cyclobutyl-1-oxopropan-2-yl)pyrazine-2-carboxamide NC(CCN(NC([C@H](CC1CCC1)NC(=O)C1=NC=CN=C1)=O)C(C(F)Cl)=O)=O